N-(5-Chloro-1H-pyrrolo[3,2-b]pyridin-3-yl)-5-ethynyl-1H-benzo[d]imidazol-2-amine formate C(=O)O.ClC1=CC=C2C(=N1)C(=CN2)NC2=NC1=C(N2)C=CC(=C1)C#C